(S)-N-(6-((2S,6R)-2,6-dimethylmorpholino)pyridin-3-yl)-3-(1H-indol-3-yl)-2-(4-methylphenylsulfonamido)acrylamide C[C@@H]1O[C@@H](CN(C1)C1=CC=C(C=N1)NC(C(=CC1=CNC2=CC=CC=C12)NS(=O)(=O)C1=CC=C(C=C1)C)=O)C